C(#N)C1CC2(C1)C[C@H](N(CC2)CC2=C1C=CNC1=C(C=C2OC)C)C2=CC=C(C(=O)NCCC(=O)O)C=C2 3-(4-((2S,4r,6S)-2-cyano-7-((5-methoxy-7-methyl-1H-indol-4-yl)methyl)-7-azaspiro[3.5]nonan-6-yl)benzamido)propanoic acid